6-(4,4-Dimethylpiperidin-1-yl)benzo[b]thiophene-2-carboxylic acid ethyl ester C(C)OC(=O)C1=CC2=C(S1)C=C(C=C2)N2CCC(CC2)(C)C